COC1=CC(=C(C=C1)C1=CC=C(C=C1)CO)C [4-(4-methoxy-2-methyl-phenyl)phenyl]methanol